CC1(C(NCCN1C(=O)C=1C2=C(N(N1)C1=NC=CC=C1)C=1C=C(C=CC1CO2)C=2C=NC=CC2)=O)C 3,3-dimethyl-4-(1-(pyridin-2-yl)-8-(pyridin-3-yl)-1,5-dihydroisochromeno[4,3-c]pyrazole-3-carbonyl)piperazin-2-one